(1,3-benzothiazol-5-yl)-6-methyl-4-[(1-methylcyclopropyl)amino]furo[2,3-d]pyrimidine-5-carboxamide S1C=NC2=C1C=CC(=C2)C=2N=C(C1=C(N2)OC(=C1C(=O)N)C)NC1(CC1)C